FC(N1N=C(N=N1)[C@H](N1CCN(CC1)C(=O)C1=NC=CC(=C1)C=1OC2=C(N1)C=C(C=C2)C=2C=NN(C2)C(C)C)C2=CC=CC=C2)F |r| (R/S)-(4-((2-(difluoromethyl)-2H-tetrazol-5-yl)(phenyl)methyl)piperazin-1-yl)(4-(5-(1-isopropyl-1H-pyrazol-4-yl)benzo[d]oxazol-2-yl)pyridin-2-yl)methanone